C(C)(C)NC1=CC=C(C=C1)NC(C)C N,N'-diisopropyl-p-phenylenediamine